ClC1=CC(N(C=C1[N+](=O)[O-])C(F)F)=O 4-chloro-1-(difluoromethyl)-5-nitropyridin-2(1H)-one